(1R,5S)-3-(4-aminophenyl)-8-azabicyclo[3.2.1]octane-8-carboxylic acid tert-butyl ester C(C)(C)(C)OC(=O)N1[C@H]2CC(C[C@@H]1CC2)C2=CC=C(C=C2)N